C12CN(CC2C1)CCOC=1C=C(C=2N(C1)N=CC2C#N)C=2C=NC(=CC2)N2CCN(CC2)CC=2C=NC(=CC2)OC 6-(2-(3-azabicyclo[3.1.0]hex-3-yl)ethoxy)-4-(6-(4-((6-methoxypyridine-3-yl)methyl)piperazin-1-yl)pyridin-3-yl)pyrazolo[1,5-a]pyridine-3-carbonitrile